4,5-diamino-1-tert-butyl-3-methylpyrazole NC=1C(=NN(C1N)C(C)(C)C)C